CC1([C@H](C1)C(=O)N1CC2(C1)CN(C[C@H]2C(=O)N2C(OC[C@H]2C2=CC=CC=C2)=O)C(=O)C=2C=NN(C2)CC2=CC=C(C=C2)F)C (R)-3-((S)-2-((S)-2,2-dimethylcyclopropane-1-carbonyl)-6-(1-(4-fluorobenzyl)-1H-pyrazole-4-carbonyl)-2,6-diazaspiro[3.4]octane-8-carbonyl)-4-phenyloxazolidin-2-one